(2R,5R)-2-(4-fluorophenyl)-5-methyl-piperidin-4-ol FC1=CC=C(C=C1)[C@@H]1NC[C@H](C(C1)O)C